C(#N)C1=NC(=CC=C1C1CCN(CC1)CC1=CC(=NC=C1)NC(=O)NCC)N1N=CC=C1 1-(4-((4-(2-cyano-6-(1H-pyrazol-1-yl)pyridin-3-yl)piperidin-1-yl)methyl)pyridin-2-yl)-3-ethylurea